The molecule is an organosilicon compound that is silane in which the hydrogens have been replaced by three methyl and one ethyl group. CC[Si](C)(C)C